1-benzyl-N5-((1s,2s)-2-ethylcyclopropyl)-N3-methyl-2-oxo-1,2-dihydropyridine-3,5-dicarboxamide C(C1=CC=CC=C1)N1C(C(=CC(=C1)C(=O)N[C@@H]1[C@H](C1)CC)C(=O)NC)=O